FC=1C(=CC=C2C(=CC(=NC12)C1=CC=CC=C1)OC)C(=C(C#N)C#N)OC 2-((8-fluoro-4-methoxy-2-phenylquinolin-7-yl)(methoxy)methylene)malononitrile